1-(4-iodo-2,5-dimethyl-pyrazol-3-yl)ethanol azobis(methyl-2-methylpropionate) N(=NC(C(=O)O)(CC)C)C(C(=O)O)(CC)C.IC1=C(N(N=C1C)C)C(C)O